ClC1=C(C(=O)NC2=CNC3=CC(=C(C=C23)F)F)C=CC(=C1)OCC(F)(F)F 2-chloro-N-(5,6-difluoro-1H-indol-3-yl)-4-(2,2,2-trifluoro-ethoxy)benzamide